CC1(NC(CC(C1)NC(C1=CC(C(=O)NC2CC(NC(C2)(C)C)(C)C)=CC=C1)=O)(C)C)C N,N'-bis(2,2,6,6-tetramethyl-4-piperidyl)isophthalamide